C1(CC1)C=1C=NC(=C(C(=O)O)C1)NC1=C(C(=CC=C1F)C=1CCOCC1)OCC 5-cyclopropyl-2-((3-(3,6-dihydro-2H-pyran-4-yl)-2-ethoxy-6-fluorophenyl)amino)nicotinic acid